CCC(C)CC1=CC(=C(C=C1SC2=CC(=C(C=C2CC(C)CC)O)CC(C)CC)CC(C)CC)O thiobis(di-sec-amylphenol)